Cl.N=1N(N=CC1)C(C)(C)C1=NN(C(=C1)C1(NC=C(C(=N1)NC(C([2H])([2H])[2H])([2H])[2H])C(F)(F)F)N)C1CC1 2-(3-(2-(2H-1,2,3-triazol-2-yl)propan-2-yl)-1-cyclopropyl-1H-pyrazol-5-yl)-N4-(ethyl-d5)-5-(trifluoromethyl)pyrimidine-2,4-diamine hydrochloride